[I-].C(C)(C)(C)OC(=O)NC=1C=CC(=[N+](C1)C)CC(=O)OCC 5-((tert-butoxycarbonyl)amino)-2-(2-ethoxy-2-oxoethyl)-1-methylpyridin-1-ium iodide